dipropylethane-1,2-diamine C(CC)C(C(N)CCC)N